6-chloro-2-((1-fluorocyclopropyl)methyl)-2H-indazol-5-amine ClC=1C(=CC2=CN(N=C2C1)CC1(CC1)F)N